2-(4-methoxyphenyl)-5-phenylfuran COC1=CC=C(C=C1)C=1OC(=CC1)C1=CC=CC=C1